6-(2-(methylsulfonyl)pyrimidin-5-yl)hexan-5-yneamide CS(=O)(=O)C1=NC=C(C=N1)C#CCCCC(=O)N